3-fluoro-N-(2-fluoro-4-methyl-5-(8-morpholinoimidazo[1,2-a]pyridine-6-yl)phenyl)-4-isopropylpyrrolidine-1-carboxamide FC1CN(CC1C(C)C)C(=O)NC1=C(C=C(C(=C1)C=1C=C(C=2N(C1)C=CN2)N2CCOCC2)C)F